C(#N)C[C@H]1CN(CCN1C(C=C)=O)C=1C2=C(N=C(N1)OC[C@H]1N(CCC1)CCC(=O)O)CN(CC2)C2=CC=CC1=CC=CC(=C21)I 3-[(2S)-2-[[4-[(3S)-3-(cyanomethyl)-4-prop-2-enoyl-piperazin-1-yl]-7-(8-iodo-1-naphthyl)-6,8-dihydro-5H-pyrido[3,4-d]pyrimidin-2-yl]oxymethyl]pyrrolidin-1-yl]propanoic acid